(1S)-6,6'-dibromo-[1,1'-binaphthyl]-2,2'-diamine BrC1=CC2=CC=C(C(=C2C=C1)C=1C(=CC=C2C=C(C=CC12)Br)N)N